pentynyl-oxazoline C(#CCCC)C=1OCCN1